[C@H]12CC(C[C@H](CC1)N2)N2C(C=CC1=C2N=NC(=C1)C1=C(C=C(C=C1)/C=C/C(=O)NC)O)=O (E)-3-(4-(8-((1R,3S,5S)-8-azabicyclo[3.2.1]octan-3-yl)-7-oxo-7,8-dihydropyrido[2,3-c]pyridazin-3-yl)-3-hydroxyphenyl)-N-methylacrylamide